FC1=CC(=C(C(=O)NC2=C(C=C(C(=C2)C2=NC(=CC=C2)N2CCOCC2)F)N2C[C@H](N(CC2)C)C)C=C1)C(F)(F)F |r| 4-fluoro-N-[4-fluoro-5-(6-morpholin-4-ylpyridin-2-yl)-2-[rac-(3R)-3,4-dimethylpiperazin-1-yl]phenyl]-2-(trifluoromethyl)benzamide